[Sn].[Sb].[Sn] tin-antimony-tin